glycine phenylarsonate C1(=CC=CC=C1)[As](O)(O)=O.NCC(=O)O